COC1=NC=CC2=C(C=CC=C12)C=1N=CN(C1C(F)(F)F)C(=O)OC methyl 4-(1-methoxyisoquinolin-5-yl)-5-(trifluoromethyl)-1H-imidazole-1-carboxylate